CC1([C@H]2CN([C@@H]([C@@H]12)C(=O)OC)C([C@@H](NS(=O)(=O)C)C(C)(C)C)=O)C methyl (1R,2S,5S)-6,6-dimethyl-3-[3-methyl-N-(methylsulfonyl)-L-valyl]-3-azabicyclo[3.1.0]hexane-2-carboxylate